1-[(2R)-2-[(2R)-2-[(2R)-2-amino-3-phenylpropionylamino]-4-methylpentanoylamino]-6-[(tert-butoxycarbonyl)amino]hexanoyl]-4-[(tert-butoxycarbonyl)amino]piperidine N[C@@H](C(=O)N[C@@H](C(=O)N[C@@H](C(=O)N1CCC(CC1)NC(=O)OC(C)(C)C)CCCCNC(=O)OC(C)(C)C)CC(C)C)CC1=CC=CC=C1